C1N(CC2=CC=CC=C12)CC1=CC(C(=CO1)OCC1=CC=C(C(=O)N=S(=O)(C)C)C=C1)=O 4-({[6-(1,3-Dihydro-2H-isoindol-2-ylmethyl)-4-oxo-4H-pyran-3-yl]oxy}methyl)-N-[dimethyl(oxido)-λ6-sulfanylidene]benzamide